4-(2-(5-(1,3-dioxolan-2-yl)-2-methoxy-2',6'-dimethyl-[1,1'-biphenyl]-3-yl)ethyl)morpholine O1C(OCC1)C=1C=C(C(=C(C1)C1=C(C=CC=C1C)C)OC)CCN1CCOCC1